C(C)(C)OC(C1=C(CC(C=C1)(Cl)N)N)=O 2,4-diamino-4-chlorobenzoic acid-isopropyl ester